CN(CC=CC(=O)N1CC2=C(C3=C(N=CN=C3NC3=CC(=C(C=C3)OC=3C=NC(=CC3)C)C)S2)[C@H](C1)C)C (R)-4-(dimethylamino)-1-(5-methyl-4-((3-methyl-4-((6-methylpyridin-3-yl)oxy)phenyl)amino)-5,6-dihydropyrido[4',3':4,5]thieno[2,3-d]pyrimidin-7(8H)-yl)but-2-en-1-one